6-(5-ethylsulfonyl-1-methyl-2-pyrimidin-2-yl-imidazol-4-yl)-3-(trifluoromethyl)-7H-pyrrolo[3,4-b]pyridin-5-one C(C)S(=O)(=O)C1=C(N=C(N1C)C1=NC=CC=N1)N1CC2=NC=C(C=C2C1=O)C(F)(F)F